2,6-dimethyl-4-chloroquinoline CC1=NC2=CC=C(C=C2C(=C1)Cl)C